C(C)(C)(C)C1C=C(C=C(C1(O)O)C)C1=CC(=CC(=C1)C)C(C)(C)C 3,3'-di-t-butyl-5,5'-dimethyl(1,1'-biphenyl)-4,4-diol